C(C)(C)(C)OC(=O)N1C[C@@H]([C@]2(CC1)OC(C1=NC=CC=C12)(C)C)Br |r| rac-(3'S,5R)-3'-bromo-7,7-dimethyl-spiro[furo[3,4-b]pyridine-5,4'-piperidine]-1'-carboxylic acid tert-butyl ester